ClC=1C=C(C=CC1OC)S(=O)(=O)NC1=C(C(=C(C=C1)F)I)F 3-chloro-N-(2,4-difluoro-3-iodophenyl)-4-methoxybenzenesulfonamide